2-([[4-(3,5-difluoro-2-hydroxyphenyl)cyclohexyl]oxy]methyl)pyrrolidine-1-carboxylate FC=1C(=C(C=C(C1)F)C1CCC(CC1)OCC1N(CCC1)C(=O)[O-])O